OC=1C=C(C(=O)NN)C=CC1O 3,4-dihydroxybenzoylhydrazine